5-butylsulfanyl-1,3,4-thiadiazol-2-amine C(CCC)SC1=NN=C(S1)N